C1CC12CCN(CC2)C2=C(C(=O)NC1=CC=CC3=CC(=CC=C13)OC)C=CC(=C2)I 2-{6-azaspiro[2.5]octane-6-yl}-4-iodo-N-(6-Methoxynaphthalen-1-yl)benzamide